(R or S)-2-oxo-5-(4-(1-(pyrimidin-5-yl)ethoxy)phenyl)-6-(trifluoromethyl)-1,2-dihydropyridine-3-carboxamide O=C1NC(=C(C=C1C(=O)N)C1=CC=C(C=C1)O[C@H](C)C=1C=NC=NC1)C(F)(F)F |o1:17|